FC=1C(=C(C=C(C1)F)C=1C=C2C(=NN1)N(C[C@@H]1N2C[C@@H](C1)OC1=NC=C(C(=C1)C)CO)C(=O)OC(C)(C)C)OC tert-butyl (6aR,8R)-2-(3,5-difluoro-2-methoxyphenyl)-8-((5-(hydroxymethyl)-4-methylpyridin-2-yl)oxy)-6a,7,8,9-tetrahydropyrrolo[1',2':4,5]pyrazino[2,3-c]pyridazine-5(6H)-carboxylate